9,9-dioctyl-fluorene-2,7-diboronic acid pinacol ester C(CCCCCCC)C1(C2=CC(=CC=C2C=2C=CC(=CC12)B1OC(C)(C)C(C)(C)O1)B1OC(C)(C)C(C)(C)O1)CCCCCCCC